NCC(=O)NC[C@@H]([C@H]([C@@H]([C@@H](CO)O)O)O)O 2-amino-N-((2s,3r,4r,5r)-2,3,4,5,6-pentahydroxyhexyl)acetamide